N,N-dioleyl-(dioleyl)-N,N-dimethylammonium chloride [Cl-].C(CCCCCCC\C=C/CCCCCCCC)[N+](C(CCCCCCCC\C=C/CCCCCCCC)CCCCCCCC\C=C/CCCCCCCC)(C)CCCCCCCC\C=C/CCCCCCCC